C(#N)C1=C(OC2=CC=C3N=CC(=NC3=C2)C2CC3(C2)CCN(CC3)C(=O)OC(C)(C)C)C(=CC=C1NS(=O)(=O)C(C)C)F tert-butyl 2-[7-[2-cyano-6-fluoro-3-(isopropyl sulfonylamino)phenoxy]quinoxalin-2-yl]-7-azaspiro[3.5]nonane-7-carboxylate